CNC(=O)C1=NC=CC(=C1)OC=1C=C(C=CC1)NC(=O)C=1C=C2C=CC=NC2=CC1 N-(3-((2-(methylcarbamoyl)pyridin-4-yl)oxy)phenyl)quinoline-6-carboxamide